(S)-3-((6-((1H-pyrazol-3-yl)amino)-4-(morpholinomethyl)pyridin-2-yl)amino)piperidine-1-carboxylic acid tert-butyl ester C(C)(C)(C)OC(=O)N1C[C@H](CCC1)NC1=NC(=CC(=C1)CN1CCOCC1)NC1=NNC=C1